Thiazol-3-ol dihydrochloride Cl.Cl.S1CN(C=C1)O